1-(2-(methylsulfonamido)benzoyl)indoline-5-sulfonyl chloride CS(=O)(=O)NC1=C(C(=O)N2CCC3=CC(=CC=C23)S(=O)(=O)Cl)C=CC=C1